1-(4-(4-aminophenyl)piperidin-1-yl)-3-hydroxy-3-methylbutan-1-one NC1=CC=C(C=C1)C1CCN(CC1)C(CC(C)(C)O)=O